Cl(=O)(=O)(=O)[O-].Cl(=O)(=O)(=O)[O-].[Ru+2].N1=C(C=CC=C1)C1=NC=CC=C1.N1=C(C=CC=C1)C1=NC=CC=C1.N1=C(C=CC=C1)C1=NC=CC=C1 tris(2,2'-bipyridine) ruthenium bis(perchlorate)